C(C1=CC=CC=C1)NC(=S)N1CC2=CC(=C(C=C2CC1)O)O N-benzyl-6,7-dihydroxy-1,2,3,4-tetrahydroisoquinoline-2-carbothioamide